C(C)(S[C@@H]1CN(CC1)C=1C2=C(N=C(N1)C(C)(C)C)N(N=N2)CC2=NON=C2C)=O S-[(3S)-1-[5-tert-butyl-3-[(4-methyl-1,2,5-oxadiazol-3-yl)methyl]triazolo[4,5-d]pyrimidin-7-yl]pyrrolidin-3-yl] ethanethioate